4-cyano-4'-amyl-biphenyl C(#N)C1=CC=C(C=C1)C1=CC=C(C=C1)CCCCC